ClC1=C(C(=CC=C1Cl)O)[C@H]1CC(N(C1)C=1C=NN2C1OCC2)=S |r| Rac-4-(2,3-dichloro-6-hydroxyphenyl)-1-(2,3-dihydropyrazolo[5,1-b]oxazol-7-yl)pyrrolidine-2-thione